tert-butyl 4-[6-(8-benzyloxy-2-methyl-imidazo[1,2-b]pyridazin-6-yl)-1-oxo-2-isoquinolyl]piperidine-1-carboxylate C(C1=CC=CC=C1)OC=1C=2N(N=C(C1)C=1C=C3C=CN(C(C3=CC1)=O)C1CCN(CC1)C(=O)OC(C)(C)C)C=C(N2)C